C(CCCCC)S(=O)(=O)OC=1C=C(C=CC1)NC(NC1=CC(=CC=C1)OS(=O)(=O)CCCCCC)=O bis-[3-(hexylsulfonyloxy)phenyl]urea